C(C)OC(=O)C1(CC=CC1)N 1-Aminocyclopent-3-ene-1-carboxylic acid ethyl ester